BrC1=C(C=NN1CC)CC1=NC(=NN1C1=C(C=C(C=C1)F)C(C)=O)C 1-(2-(5-((5-bromo-1-ethyl-1H-pyrazol-4-yl)methyl)-3-methyl-1H-1,2,4-triazol-1-yl)-5-fluorophenyl)ethan-1-one